Trinatrium phosphit P([O-])([O-])[O-].[Na+].[Na+].[Na+]